N-(3-((3-(trifluoromethyl)cyclopentyl)oxy)-2,3-dihydro-1H-inden-5-yl)acrylamide FC(C1CC(CC1)OC1CCC2=CC=C(C=C12)NC(C=C)=O)(F)F